CC=1C=CC(=C(C1)O)C1=C2C(=C(N=N1)N[C@H]1CNCCC1)SC=C2 (R)-5-methyl-2-(7-(piperidin-3-ylamino)thieno[2,3-d]Pyridazin-4-yl)phenol